C(C1=CC=CC=C1)N1CC2=NC(=CN=C2CC1)N1CCN(CC1)C(=O)OC(C)(C)C tert-butyl 4-(6-benzyl-7,8-dihydro-5H-pyrido[3,4-b]pyrazin-3-yl)piperazine-1-carboxylate